[4-(4-bromo-1H-pyrazol-1-yl)butoxy]-3,4-dihydroisoquinoline-2(1H)-carboxylic acid tert-butyl ester C(C)(C)(C)OC(=O)N1C(C2=CC=CC=C2CC1)OCCCCN1N=CC(=C1)Br